[N+](=O)([O-])C=1C(=C(C=CC1)C1=CC=CC=C1)OC(F)(F)F nitro-2-trifluoromethoxy-1,1'-biphenyl